CC=1C=C(OC2=C(C(=O)N)C=C(C=C2)Cl)C=CC1O 2-(3-methyl-4-hydroxyphenoxy)-5-chlorobenzamide